2-[4''-(dibenzothiophen-4-yl)-4,1':3',1''-terphenyl-1-yl]dibenzo[f,h]quinoxaline C1=CC=C(C=2SC3=C(C21)C=CC=C3)C3=CC=C(C=C3)C=3C=C(C=CC3)C3=CC=C(C=C3)C3=NC2=C1C(=C4C(=C2N=C3)C=CC=C4)C=CC=C1